4,4'-(hex-3-ene-1,6-diylbis(oxy))bis(3-ethoxybenzaldehyde) C(CC=CCCOC1=C(C=C(C=O)C=C1)OCC)OC1=C(C=C(C=O)C=C1)OCC